FC(C(NO)=N)(CCCCCCC)F 2,2-difluoro-N-hydroxynonanimidamide